CC(CO)(CCCCCCCCC(CO)(CCC)C)CCC 2,11-dimethyl-2,11-dipropyldodecane-1,12-diol